The molecule is conjugate base of D-ribosylnicotinic acid. It has a role as a human metabolite. It is a conjugate base of a D-ribosylnicotinic acid. C1=CC(=C[N+](=C1)[C@H]2[C@@H]([C@@H]([C@H](O2)CO)O)O)C(=O)[O-]